2-Chloro-4-[(6,7-dimethoxy-4-quinolinyl)oxy]benzenamine ClC1=C(C=CC(=C1)OC1=CC=NC2=CC(=C(C=C12)OC)OC)N